methyl (2Z)-2-{2-methyl-5-[(1E)-N-(benzyloxy)ethanimidoyl]phenoxy}-3-methoxy-2-propenoate CC1=C(O\C(\C(=O)OC)=C/OC)C=C(C=C1)\C(\C)=N\OCC1=CC=CC=C1